(N-(4-amino-5-benzoyl-thiazol-2-yl)-2-methyl-anilino)propanamide NC=1N=C(SC1C(C1=CC=CC=C1)=O)N(C1=C(C=CC=C1)C)C(C(=O)N)C